FC1=CC=C(C=C1)C=1N=C(C=2N(C1C=1C=CC=3N(C1)C=CN3)N=NN2)N 6-(4-fluorophenyl)-5-(imidazo[1,2-a]pyridin-6-yl)tetrazolo[1,5-a]pyrazin-8-amine